2-phenylethyl-3-methylbut-2-enyl ether C1(=CC=CC=C1)CCC(C=C(C)C)OC(C=C(C)C)CCC1=CC=CC=C1